1,N-dimethylaniline CC1(NC)CC=CC=C1